(1R,2R)-3-amino-1-(4-fluorophenyl)-1-(6-(trifluoromethyl)pyridin-3-yl)propan-2-ol NC[C@@H]([C@@H](C=1C=NC(=CC1)C(F)(F)F)C1=CC=C(C=C1)F)O